3-(4-(2H-tetrazol-5-yl)phenyl)-5-(4-(4-methylpiperazin-1-yl)phenyl)-1H-pyrazolo[3,4-b]pyridine N=1NN=NC1C1=CC=C(C=C1)C1=NNC2=NC=C(C=C21)C2=CC=C(C=C2)N2CCN(CC2)C